CN1N=CC(=C1)N(S(=O)=O)NC1CCOCC1 N-(1-methyl-1H-pyrazol-4-yl)-N-(oxan-4-yl)aminosulfonamide